2-(4-(T-Butoxycarbonyl)phenyl)acetic acid C(C)(C)(C)OC(=O)C1=CC=C(C=C1)CC(=O)O